CC1=CC=C(C=C1)S(=O)(=O)OC(COC)COC(C1=CC=CC=C1)(C1=CC=CC=C1)C1=CC=CC=C1 1-methoxy-3-(triphenylmethoxy)propan-2-yl 4-methylbenzenesulfonate